bis(cyclopentadienyl)bis[2,6-difluoro-3-(2-ethylbutyrylamino)phenyl]titanium C1(C=CC=C1)[Ti](C1=C(C(=CC=C1F)NC(C(CC)CC)=O)F)(C1=C(C(=CC=C1F)NC(C(CC)CC)=O)F)C1C=CC=C1